C(C)(C)(C=1OCC(N1)C(C)(C)C)C=1OCC(N1)C(C)(C)C isopropylidenebis(4-t-butyl-2-oxazolin)